(7R,14R)-1-(difluoromethoxy)-11-[2-(1-oxidothiomorpholin-4-yl)pyrimidin-5-yl]-6,7-dihydro-7,14-methanobenzimidazo[1,2-b][2,5]benzodiazocin-5(14H)-one FC(OC1=CC=CC=2C(N[C@H]3C=4N([C@@H](C21)C3)C3=C(N4)C=CC(=C3)C=3C=NC(=NC3)N3CCS(CC3)=O)=O)F